3-ethyl-3-([3-(triethoxysilyl)propoxy]methyl)oxetane C(C)C1(COC1)COCCC[Si](OCC)(OCC)OCC